Methyl-pivaloylphenylphosphinat COP(=O)(C1=CC=CC=C1)C(C(C)(C)C)=O